C(C1=CC=CC=C1)OC1=CC=C2C3=C(C(OC2=C1)=O)C=CC(=C3)O 3-(benzyloxy)-9-hydroxy-6H-benzo[c]chromen-6-one